benzyl 2-(N,N-dimethylsulfamoyl)-3,4,5,6-tetrafluorobenzoate CN(S(=O)(=O)C1=C(C(=O)OCC2=CC=CC=C2)C(=C(C(=C1F)F)F)F)C